2-(3,5-Dichloro-4-((4-methyl-2-(5-trifluoromethylthiophen-2-yl)quinolin-6-yl)oxy)phenyl)-3,5-dioxo-2,3,4,5-tetrahydro-1,2,4-triazine-6-carbonitrile ClC=1C=C(C=C(C1OC=1C=C2C(=CC(=NC2=CC1)C=1SC(=CC1)C(F)(F)F)C)Cl)N1N=C(C(NC1=O)=O)C#N